(5S)-5-hydroxy-1,7-bis-(4-hydroxyphenyl)-3-heptanone O[C@H](CC(CCC1=CC=C(C=C1)O)=O)CCC1=CC=C(C=C1)O